L-theanine fumarate C(\C=C\C(=O)O)(=O)O.N[C@@H](CCC(=O)NCC)C(=O)O